C1=CC=CC=2C3=CC=CC=C3C(C12)COC(=O)N[C@H](C(=O)O)C(CCNC(=O)OC(C)(C)C)(C)C (S)-2-((((9H-fluoren-9-yl)methoxy)carbonyl)amino)-5-((tert-butoxycarbonyl)amino)-3,3-dimethylpentanoic acid